S1C=NC2=C1C=CC(=C2)NC2=CC=NC1=CC(=CC=C21)C2=C(C=C(C=C2)C(=O)N2CCN(CC2)C)F (4-(4-(benzo[d]thiazol-5-ylamino)quinolin-7-yl)-3-fluorophenyl)(4-methylpiperazin-1-yl)methanone